NCCC1N(CCNC1)C(CCCC(=O)O)C(=O)O.C(CCCCC(=O)O)(=O)O.NCCN1CCNCC1 2-aminoethylpiperazine adipate (2-aminoethylpiperazineadipate)